pentadec-3-en CCC=CCCCCCCCCCCC